COC(=O)C=1SC=C(N1)Br 4-bromo-1,3-thiazole-2-carboxylic acid methyl ester